7-((3-Fluoro-4-((2-(trifluoromethyl)pyridin-4-yl)oxy)benzyl)oxy)-3,4,11,11a-tetrahydro-1H-pyrazino[1',2':3,4]imidazo[1,2-c]pyrimidin-9(2H)-one FC=1C=C(COC=2C=C3N(C(N2)=O)CC2N3CCNC2)C=CC1OC1=CC(=NC=C1)C(F)(F)F